CC1=C(C=CC(=C1)C)C1=NC(=NC=N1)C1=C(C=C(C=C1)C)C bis(2,4-dimethylphenyl)1,3,5-triazine